3-fluoro-2-(4-(3-morpholino-1H-pyrazol-1-yl)-5-oxo-6,7-dihydro-5H-pyrrolo[3,4-b]pyridin-2-yl)benzonitrile FC=1C(=C(C#N)C=CC1)C1=CC(=C2C(=N1)CNC2=O)N2N=C(C=C2)N2CCOCC2